3,5-dimethyl-1-((2-(trimethylsilyl)ethoxy)methyl)-1H-pyrazole-4-carboxylic acid CC1=NN(C(=C1C(=O)O)C)COCC[Si](C)(C)C